(2S,4S,5R)-1-(5-(5-fluoro-2-methoxypyridin-4-yl)-1H-pyrazole-3-carbonyl)-N-((1r,4S)-4-hydroxy-4-(trifluoromethyl)cyclohexyl)-2,5-dimethylpiperidine-4-carboxamide FC=1C(=CC(=NC1)OC)C1=CC(=NN1)C(=O)N1[C@H](C[C@@H]([C@H](C1)C)C(=O)NC1CCC(CC1)(C(F)(F)F)O)C